C(=C)C1=CC=C(C=C1)P(O)(=O)O p-vinylbenzenephosphonic acid